FC1=CC=C(CN(C(=O)NCC2=CC=C(C=C2)OCC(C)C)C2CC3COCCN3CC2)C=C1 1-(4-fluoro-benzyl)-3-(4-isobutoxy-benzyl)-1-(octahydro-pyrido[2,1-c][1,4]Oxazin-8-yl)-urea